C(C)(CC)C1CC=C(CC1)CC(C=O)C 3-(4-(sec-butyl)cyclohex-1-en-1-yl)-2-methylpropanaldehyde